FC(C=1C=NN(C1)C1=C(C#N)C=CC=C1NC1=NC=C(C=N1)Cl)(F)F 2-(4-(Trifluoromethyl)-1H-pyrazol-1-yl)-3-(5-chloropyrimidin-2-ylamino)benzonitril